ethyl 4-(cyclopropylamino)butanoate C1(CC1)NCCCC(=O)OCC